6-(4-chlorophenyl)-2-(5-chloro-3-thienyl)-N-[(2S)-1-hydroxyprop-2-yl]-3-oxo-2,3-dihydropyridazine-4-carboxamide ClC1=CC=C(C=C1)C=1C=C(C(N(N1)C1=CSC(=C1)Cl)=O)C(=O)N[C@H](CO)C